5-(2-aminopyrimidin-4-yl)-N-cyclopentyl-4-methyl-oxazol-2-amine NC1=NC=CC(=N1)C1=C(N=C(O1)NC1CCCC1)C